(R)-N-((S)-1-amino-1-oxobutan-2-yl)-3-(hydroxymethyl)hexanamide benzyl-9-(1-(tert-butoxycarbonyl)piperidin-4-yl)-2,9-diazaspiro[5.5]undecane-2-carboxylate C(C1=CC=CC=C1)OC(=O)N1CC2(CCC1)CCN(CC2)C2CCN(CC2)C(=O)OC(C)(C)C.NC([C@H](CC)NC(C[C@@H](CCC)CO)=O)=O